[I-].[I-].[I-].CN methyl-amine tri-iodide